C1(CCCC1)C1=CC(=NN1)NC1=NC(=NC=C1)N1C[C@@H](CCC1)CO [(3R)-1-[4-[(5-Cyclopentyl-1H-pyrazol-3-yl)amino]pyrimidin-2-yl]-3-piperidyl]methanol